C(C)(=O)N[C@H](COCC1=CC=CC=C1)C(=O)NC1=CC=C(C=C1)NC(\C(=C\C1=CC(=C(C=C1)O)CO)\C#N)=O (E)-N-(4-(N-acetyl-O-benzyl-D-seryl)aminophenyl)-alpha-cyano-3-(3-hydroxymethyl-4-hydroxyphenyl)acrylamide